C(C)(C)(C)C1=C(O)C=CC(=C1)O 2-tertbutyl-hydroquinone